Thiophene-2,5-diacetic acid S1C(=CC=C1CC(=O)O)CC(=O)O